N-(5-(benzo[d][1,3]dioxol-5-yl)-1-(3-hydroxy-3-methylbutyl)-1H-pyrazolo[3,4-b]pyridin-3-yl)-3-ethylpentanamide O1COC2=C1C=CC(=C2)C=2C=C1C(=NC2)N(N=C1NC(CC(CC)CC)=O)CCC(C)(C)O